C(C1CO1)OCCC[Si](O[Si](C)(C)CCCOCC1CO1)(C)C 1,3-bis[3-glycidoxypropyl]-1,1,3,3-tetramethyldisiloxane